1-acetoxyacetone tert-butyl-4-(4-((3-methyl-4-((1-methyl-1H-benzo[d][1,2,3]triazol-5-yl)oxy)phenyl)amino)pyrido[3,2-d]pyrimidin-6-yl)-3,6-dihydropyridine-1(2H)-carboxylate C(C)(C)(C)OC(=O)N1CCC(=CC1)C=1C=CC=2N=CN=C(C2N1)NC1=CC(=C(C=C1)OC1=CC2=C(N(N=N2)C)C=C1)C.C(C)(=O)OCC(=O)C